cyclopropyl-3-(trifluoromethyl)-1-((2-(trimethylsilyl)ethoxy)methyl)-1H-pyrrolo[2,3-b]pyridine 7-oxide C1(CC1)C1=C(C=2C(=[N+](C=CC2)[O-])N1COCC[Si](C)(C)C)C(F)(F)F